(2R)-N-[2-(1-benzylpiperidin-4-yl)ethyl]-4-(5-chloropyrimidin-2-yl)-2-methylpiperazine-1-carboxamide C(C1=CC=CC=C1)N1CCC(CC1)CCNC(=O)N1[C@@H](CN(CC1)C1=NC=C(C=N1)Cl)C